C(C)[Si]1(CCC1)C=C 1-ethyl-1-vinyl-1-silacyclobutane